1-((2R,4S,5R)-4-hydroxy-5-(hydroxymethyl)-5-methyltetrahydrofuran-2-yl)-5-methoxypyrimidine-2,4(1H,3H)-dione O[C@H]1C[C@@H](O[C@]1(C)CO)N1C(NC(C(=C1)OC)=O)=O